C1(CCCC1)CN1C(C=C(C2=C1N=C(N=C2)NC2=CC=C(C=C2)N2CCN(CC2)C)C#C)=O 8-(Cyclopentylmethyl)-5-ethynyl-2-((4-(4-methylpiperazin-1-yl)phenyl)amino)pyrido[2,3-d]pyrimidin-7(8H)-one